BrC=1C(=C2C(=NC1)N(C=C2)S(=O)(=O)C2=CC=CC=C2)NC(CO)(C)C 2-((5-bromo-1-(benzenesulfonyl)-1H-pyrrolo[2,3-b]pyridin-4-yl)amino)-2-methylpropane-1-ol